OC[C@H](C1=CC=CC=C1)NC1=NC(=NC=C1C1=NNC(=N1)C)NC1=CC=C(C(=O)N(C)C)C=C1 4-[[4-[[(1S)-2-hydroxy-1-phenyl-ethyl]amino]-5-(5-methyl-1H-1,2,4-triazol-3-yl)pyrimidin-2-yl]amino]-N,N-dimethyl-benzamide